non-4-yn-9-ylmethyl (4-nitrophenyl) carbonate C(OCCCCCC#CCCC)(OC1=CC=C(C=C1)[N+](=O)[O-])=O